(2-methyl-3-(trifluoromethyl)phenyl)ethanone CC1=C(C=CC=C1C(F)(F)F)C(C)=O